N1(CC1)CCN 2-(1-aziridinyl)-ethylamine